3-(3-(10-phenylanthracen-9-yl)phenyl)-5,9-dioxa-13b-boranaphtho[3,2,1-de]anthracene C1(=CC=CC=C1)C1=C2C=CC=CC2=C(C2=CC=CC=C12)C=1C=C(C=CC1)C1=CC=2OC=3C=CC=C4OC=5C=CC=CC5B(C34)C2C=C1